C1C2CNCC2CN1 (3as,6as)-octahydropyrrolo[3,4-c]pyrrole